C[C@H](CCCCC)O (2R)-2-heptanol